N-[(6-Amino-2-pyridyl)sulfonyl]-6-(3-fluoro-5-isobutoxyphenyl)-2-(oxetan-2-ylmethoxy)pyridin-3-carboxamid NC1=CC=CC(=N1)S(=O)(=O)NC(=O)C=1C(=NC(=CC1)C1=CC(=CC(=C1)OCC(C)C)F)OCC1OCC1